N[C@H]1C2N(CC1CC2)C(=O)C2=CC1=C(N(C(=N1)C1=CC=3C(=NC(=CC3)C3=C4C=CC(NC4=CC=C3)=O)N1CC1CC1)C)C(=C2)OC 5-(2-{5-[(7R)-7-amino-2-azabicyclo[2.2.1]heptane-2-carbonyl]-7-methoxy-1-methyl-1H-1,3-benzodiazol-2-yl}-1-(cyclopropylmethyl)-1H-pyrrolo[2,3-b]pyridin-6-yl)-1,2-dihydroquinolin-2-one